CN1C2=C(C=3C=CC(=CC13)CC=1N=CSC1)C=NN(C2=O)CC2=NN(C=C2)C 5-methyl-3-((1-methyl-1H-pyrazol-3-yl)methyl)-7-(thiazol-4-ylmethyl)-3H-pyridazino[4,5-b]indol-4(5H)-one